FC(C1=CC=C(C=N1)C1=C2C(=NN(C1=O)C=1C=CC3=C(N(C(=N3)C)C)C1)C=CC(=N2)NCC)F 4-(6-(difluoromethyl)pyridin-3-yl)-2-(1,2-dimethyl-1H-benzo[d]imidazol-6-yl)-6-(ethylamino)pyrido[3,2-c]pyridazin-3(2H)-one